(R)-8-(6-((4-amino-5-methoxypentyl)oxy)-2,3-dichlorobenzyl)-N-methyl-N-phenylpyrazolo[1,5-a][1,3,5]triazin-4-amine N[C@H](CCCOC1=CC=C(C(=C1CC=1C=NN2C1N=CN=C2N(C2=CC=CC=C2)C)Cl)Cl)COC